2-((2,6-bis(1-methyl-1H-imidazol-2-yl)pyridin-4-yl)(methyl)amino)ethyl methanesulfonate CS(=O)(=O)OCCN(C)C1=CC(=NC(=C1)C=1N(C=CN1)C)C=1N(C=CN1)C